chloropropyl-dioxolane ClCCCC1OCCO1